O=C1NC(CCC1N1C(N(C2=C1C=CC=C2C#CCN2C1COCC2CN(C1)C(=O)OC(C)(C)C)C)=O)=O tert-butyl 9-[3-[1-(2,6-dioxo-3-piperidinyl)-3-methyl-2-oxo-benzoimidazol-4-yl] prop-2-ynyl]-3-oxa-7,9-diazabicyclo[3.3.1]nonane-7-carboxylate